((5aS,6R,11bS)-5a-hydroxy-10-methoxy-1,2,3,4,5,5a,6,7-octahydro-6,11b-(epiminoethano)naphtho[1,2-d]azepin-14-yl)(phenyl)methanone O[C@]12[C@]3(CCNCC1)C1=CC(=CC=C1C[C@H]2N(CC3)C(=O)C3=CC=CC=C3)OC